tert-butyl 4-(5-benzylpyrimidin-2-yl)-3,6-dihydropyridine-1(2H)-carboxylate C(C1=CC=CC=C1)C=1C=NC(=NC1)C=1CCN(CC1)C(=O)OC(C)(C)C